P(=O)(O[C@H](C(F)(F)F)[C@H]1O[C@H](C[C@@H]1O)N1C(NC(C(=C1)F)=O)=O)(O)O (S)-2,2,2-trifluoro-1-((2S,3S,5R)-5-(5-fluoro-2,4-dioxo-3,4-dihydropyrimidin-1(2H)-yl)-3-hydroxytetrahydrofuran-2-yl)ethyl dihydrogen phosphate